dimethyl 2-((4-(trifluoromethyl)phenyl)ethynyl)terephthalate FC(C1=CC=C(C=C1)C#CC1=C(C(=O)OC)C=CC(=C1)C(=O)OC)(F)F